FC1=C2C(=NC=C1F)N(C=C2)[Si](C(C)C)(C(C)C)C(C)C 4,5-difluoro-1-(triisopropylsilyl)-1H-pyrrolo[2,3-b]pyridine